N=S(=O)(\C=C\C1=C(C=CC=C1)C(F)(F)F)C1=NC=C(C=C1)OC (E)-imino(5-methoxypyridin-2-yl)(2-(trifluoromethyl)styryl)-λ6-sulfanone